(5-(2,5-difluorobenzyl)thiazol-2-yl)-1-methyl-6-oxo-1,4,5,6-tetrahydropyridazine-3-carboxamide FC1=C(CC2=CN=C(S2)C2C(=NN(C(C2)=O)C)C(=O)N)C=C(C=C1)F